trans-N1-(5-(1-isopropyl-2-methyl-1H-imidazo[4,5-b]pyridin-6-yl)pyrrolo[2,1-f][1,2,4]triazin-2-yl)-N3-methylcyclobutane-1,3-diamine C(C)(C)N1C(=NC2=NC=C(C=C21)C=2C=CN1N=C(N=CC12)N[C@@H]1C[C@H](C1)NC)C